3-[1-oxo-5-[3-(piperazin-1-ylmethyl)azetidin-1-yl]isoindolin-2-yl]piperidine-2,6-dione O=C1N(CC2=CC(=CC=C12)N1CC(C1)CN1CCNCC1)C1C(NC(CC1)=O)=O